C1(CCCCC1)C([C@@H](C(=O)NC1=NC(=C(C=C1)C=1C(=NNC1C)C)F)NC(=O)C=1N(N=NC1)C(C)C)C1CCCCC1 N-[(1S)-1-(dicyclohexylmethyl)-2-[[5-(3,5-dimethyl-1H-pyrazol-4-yl)-6-fluoro-2-pyridinyl]amino]-2-oxo-ethyl]-3-isopropyl-triazole-4-carboxamide